tert-butyl (S)-4-((R)-(5-fluoropyridin-3-yl)(hydroxy)-methyl)-2,2-dimethylazetidine-1-carboxylate FC=1C=C(C=NC1)[C@H]([C@@H]1CC(N1C(=O)OC(C)(C)C)(C)C)O